F[C@H]1C[C@H](N(C1)C(=O)OC(C)(C)C)COC=1C=NC=CC1C1=C(C2=NC=CC=C2N1)C1=CC=CC=C1 tert-butyl (2S,4S)-4-fluoro-2-({[4-(3-phenyl-1H-pyrrolo[3,2-b]pyridin-2-yl)pyridin-3-yl]oxy}methyl)pyrrolidine-1-carboxylate